3-chloropyridazine ClC=1N=NC=CC1